N-((4R,5S,7R,8R,9S,10R)-8,10-dihydroxy-7-(hydroxymethyl)-9-(4-(3,4,5-trifluorophenyl)-1H-1,2,3-triazol-1-yl)-1,6-dioxaspiro[4.5]decan-4-yl)-2,3-dihydro-1H-indene-4-carboxamide O[C@H]1[C@H](O[C@@]2([C@@H](CCO2)NC(=O)C=2C=3CCCC3C=CC2)[C@@H]([C@H]1N1N=NC(=C1)C1=CC(=C(C(=C1)F)F)F)O)CO